C(C)(C)NC([O-])=O isopropylcarbamate